C(C)(=O)OCC=1C(=NC=CC1C=1N=C(C(N(C1)C)=O)NC1=CC(=CC=C1)N)N1C(C2=CC=3CC(CC3N2CC1)(C)C)=O (4-{6-[(3-Aminophenyl)amino]-4-methyl-5-oxo-4,5-dihydropyrazin-2-yl}-2-(4,4-dimethyl-9-oxo-1,10-diazatricyclo[6.4.0.02,6]dodeca-2(6),7-dien-10-yl)pyridin-3-yl)methyl Acetate